N-methyl-1,4-diaminobutane CNCCCCN